CN(CC(=O)N[C@@H](CC1=CC=C(C=C1)O)C(=O)O)S(=O)(=O)C1=CC=C(C)C=C1 methyl-N-(p-toluenesulfonyl)glycyltyrosine